1-(2-(3,5-dimethylisoxazol-4-yl)-3-(4-(4-methoxypiperidin-1-yl)phenyl)-7-methylquinolin-5-yl)ethan-1-ol CC1=NOC(=C1C1=NC2=CC(=CC(=C2C=C1C1=CC=C(C=C1)N1CCC(CC1)OC)C(C)O)C)C